Phenyl(dimethylfluorenyl){[(biphenylyl)dibenzothiophenyl]phenyl}triazine C1(=CC=CC=C1)C1=C(C(=NN=N1)C1=C(C=CC=C1)C1=C(C=CC=2SC3=C(C21)C=CC=C3)C3=C(C=CC=C3)C3=CC=CC=C3)C3=C(C(=CC=2C1=CC=CC=C1CC32)C)C